N1N=NC=C1C1=CC=C(C=C1)NC(=O)C1=C(N=C(NC1=O)SC(C)C)O N-(4-(1H-1,2,3-triazol-5-yl)phenyl)-4-hydroxy-2-(isopropylthio)-6-oxo-1,6-dihydropyrimidine-5-carboxamide